C1(CC1)S(=O)(=O)NC=1SC=C(N1)C(C(=O)NC1=C(C=C(C=C1)C1=NC(=CN=C1)OCC)F)CC 2-(2-(cyclopropanesulfonamido)thiazol-4-yl)-N-(4-(6-ethoxypyrazin-2-yl)-2-fluorophenyl)butanamide